Imidazo[1,2-a]pyridine-8-carbaldehyde-d N=1C=CN2C1C(=CC=C2)C(=O)[2H]